Cyclohexyldithiole C1(CCCCC1)C1SSC=C1